1-(4-(3-Amino-1H-indazol-5-yl)pyridin-2-yl)-3-(4-(tert-butyl)phenyl)urea NC1=NNC2=CC=C(C=C12)C1=CC(=NC=C1)NC(=O)NC1=CC=C(C=C1)C(C)(C)C